C(C)C1=C(C=CC=C1)C1=NOC=C1 3-(2-ethylphenyl)-isoxazole